6-(pyridin-4-yl)pyrrolo[1,2-a]pyrimidine-8-carboxylic acid N1=CC=C(C=C1)C1=CC(=C2N1C=CC=N2)C(=O)O